CN1C2=C(SC(C1=O)CC(N1CCN(CC1)CCC)=O)N=CC=C2 1-methyl-3-(2-oxo-2-(4-propylpiperazin-1-yl)ethyl)-1H-pyrido[2,3-b][1,4]thiazin-2(3H)-one